2,4-dihydroxy-5-isopropyl-N-(3,4,5-trimethoxyphenyl)benzamide OC1=C(C(=O)NC2=CC(=C(C(=C2)OC)OC)OC)C=C(C(=C1)O)C(C)C